1-butyl-p-menthane-3,9-diol C(CCC)C1(CC(C(CC1)C(CO)C)O)C